4-nitrophenyl 2'-(quinolin-3-yl)-5',6'-dihydrospiro[azetidine-3,4'-pyrrolo[1,2-b]pyrazole]-1-carboxylate N1=CC(=CC2=CC=CC=C12)C=1C=C2N(N1)CCC21CN(C1)C(=O)OC1=CC=C(C=C1)[N+](=O)[O-]